4-((4-(2-(2,6-dioxo-piperidin-3-yl)-1-oxoisoindolin-5-yl)piperidin-1-yl)methyl)benzonitrile O=C1NC(CCC1N1C(C2=CC=C(C=C2C1)C1CCN(CC1)CC1=CC=C(C#N)C=C1)=O)=O